ammonium 4,4-difluoroicosyl (R)-(((1-(6-amino-9H-purin-9-yl)propan-2-yl)oxy)methyl)phosphonate NC1=C2N=CN(C2=NC=N1)C[C@@H](C)OCP(OCCCC(CCCCCCCCCCCCCCCC)(F)F)([O-])=O.[NH4+]